ClC1=C(C=CC=C1)C1=NC=2N(C(N(C(C2N1C1=CC=C(C=C1)Cl)=O)[C@@H](C(=O)N)C)=O)CC1CCS(CC1)(=O)=O (2R)-2-[8-(2-chlorophenyl)-7-(4-chlorophenyl)-3-[(1,1-dioxo-1lambda6-thian-4-yl)methyl]-2,6-dioxopurin-1-yl]propanamide